C[C@]12S[P@](O[C@@H]1C[C@H](CC2)C(=C)C)(SC2=C(C(=C(C(=C2F)F)F)F)F)=S (2r,3ar,6s,7ar)-3a-methyl-2-((perfluorophenyl)thio)-6-(prop-1-en-2-yl)hexahydrobenzo[d][1,3,2]oxathiaphosphole 2-sulfide